CN1C(N(C=2N=CN(C2C1=O)CC(=O)NC=1N=NC(=CC1)C1=CC=CC=C1)C)=O 2-(1,3-dimethyl-2,6-dioxo-2,3-dihydro-1H-purin-7(6H)-yl)-N-(6-phenyl-pyridazin-3-yl)acetamide